FC1([C@H](CN(CC1)C(C(=O)NC=1N=NC(=CC1)OC1=CC=C(C=C1)F)C)C1=CNC(C=C1)=O)F 2-((S)-4,4-difluoro-3-(6-oxo-1,6-dihydropyridin-3-yl)piperidin-1-yl)-N-(6-(4-fluorophenoxy)pyridazin-3-yl)propanamide